COC=1C(=NC(=NC1)C=1C=NC=NC1OC)N 5,6'-dimethoxy-[2,5'-bipyrimidine]-4-amine